BrC1=CC(=C(C(=C1)Cl)CC1CC[C@H]([C@@H](C1)NC)NC)Cl 5-[(4-bromo-2,6-dichloro-phenyl)methyl](1R,2R)-N1,N2-dimethylcyclohexane-1,2-diamine